N-[(1S,2S)-2-[(4-fluorophenoxy)methyl]cyclopentyl]-2-(triazol-2-yl)-6-(trideuteriomethoxy)benzamide FC1=CC=C(OC[C@@H]2[C@H](CCC2)NC(C2=C(C=CC=C2OC([2H])([2H])[2H])N2N=CC=N2)=O)C=C1